4-(1-((6-((6-azaspiro[3.4]octan-6-yl)methyl)imidazo[1,2-a]pyridin-2-yl)methyl)-1H-1,2,3-triazol-4-yl)-6-(methylthio)-1H-indazole C1CCC12CN(CC2)CC=2C=CC=1N(C2)C=C(N1)CN1N=NC(=C1)C1=C2C=NNC2=CC(=C1)SC